CN(C1=CC=CC(=N1)[C@@H](CO)NC(CC)=O)C N-((S)-1-(6-(dimethylamino)pyridin-2-yl)-2-hydroxyethyl)propionamide